C[C@@]1(CC(CC1=O)(C(=O)OCC)C(=O)OCC)C1=NNC=C1 diethyl (R)-3-methyl-4-oxo-3-(1H-pyrazol-3-yl)cyclopentane-1,1-dicarboxylate